CC1=C(C#N)C=C(C=N1)CS(=O)(=O)C methyl-5-((methylsulfonyl)methyl)nicotinonitrile